monoacetone CC(=O)OC(=O)C(CO)O